N1N=NN=C1N1C(N=CN=C1)C 3-tetrazolyl-methyl-1,3,5-triazine